NC=1C(=C2C[C@H](N([C@@H](C2=CC1)C1=NC=C(C=C1)Br)CC(CO)(F)F)C)F 3-((1S,3R)-6-amino-1-(5-bromopyridin-2-yl)-5-fluoro-3-methyl-3,4-dihydroisoquinolin-2(1H)-yl)-2,2-difluoropropan-1-ol